(S)-2-(benzofuran-2-carboxamido)-N6-cyclopropyl-N1-(1-(2-(2-adamantylamino)-2-oxoethyl)-2-oxo-1,2-dihydropyridin-3-yl)-5-oxohexanediamide O1C(=CC2=C1C=CC=C2)C(=O)N[C@H](C(=O)NC=2C(N(C=CC2)CC(=O)NC2C1CC3CC(CC2C3)C1)=O)CCC(C(=O)NC1CC1)=O